ClC=1C=C(C=CC1NC=1N=CC2=CC=CC(=C2C1)C=1C=NN(C1)C)C(=O)N1CC(C1)OC (3-chloro-4-((5-(1-methyl-1H-pyrazol-4-yl)isoquinolin-3-yl)amino)phenyl)(3-methoxyazetidin-1-yl)methanone